ethyl 2-(4-nitro-2-trifluoromethylphenyl)-2-cyanopropionate [N+](=O)([O-])C1=CC(=C(C=C1)C(C(=O)OCC)(C)C#N)C(F)(F)F